(S)-3-amino-6-(3-methyl-3H-benzo[d]imidazol-5-yl)-N-((1-methylpyrrolidin-2-yl)methyl)-5-(2H-1,2,3-triazol-2-yl)pyrazine-2-carboxamide NC=1C(=NC(=C(N1)N1N=CC=N1)C1=CC2=C(N=CN2C)C=C1)C(=O)NC[C@H]1N(CCC1)C